C(#N)C(C(=O)O)CC(C)C 2-CYANO-4-METHYLPENTANOIC ACID